(E)-N-(4-methoxyphenyl)-N'-((4-(trifluoromethyl)benzoyl)oxy)benzimidamide COC1=CC=C(C=C1)N\C(\C1=CC=CC=C1)=N\OC(C1=CC=C(C=C1)C(F)(F)F)=O